N-{[1-(dimethylamino)cyclopentyl]methyl}-2-methyl-5-[(4-methyl-1,3-thiazol-5-yl)methoxy]-1-benzothiophene-3-carboxamide CN(C1(CCCC1)CNC(=O)C1=C(SC2=C1C=C(C=C2)OCC2=C(N=CS2)C)C)C